FC1=C(C=CC=C1C(F)(F)F)[C@@H]1N(OCC1)C1=CC(=NC=N1)NC=1C(=CC(=C(C1)NC(C=C)=O)C=1C=NN(C1)C1CCN(CC1)C)OC (R)-N-(5-((6-(3-(2-fluoro-3-(trifluoromethyl)phenyl)isoxazolidin-2-yl)pyrimidin-4-yl)amino)-4-methoxy-2-(1-(1-methylpiperidin-4-yl)-1H-pyrazol-4-yl)phenyl)acrylamide